tert-butyl (2-(5'''-fluoro-3''',4'-dimethyl-[2,2':5',2'':5'',2'''-quaterthiophen]-5-yl)ethyl)carbamate FC1=CC(=C(S1)C1=CC=C(S1)C1=C(C=C(S1)C=1SC(=CC1)CCNC(OC(C)(C)C)=O)C)C